C(C)OC([C@@H](C)O/N=C/C1=C(C=C(C(=C1)N1C(N(C(=CC1=O)C(F)(F)F)C)=O)F)Cl)=O.C(C)(C)(C)OC(=O)NN (t-butoxy)formylhydrazine ethyl-(2R)-2-{[(E)-{2-chloro-4-fluoro-5-[3-methyl-2,6-dioxo-4-(trifluoromethyl)-3,6-dihydropyrimidin-1(2H)-yl]benzylidene}amino]oxy}propanoate